2-bromo-6-(2-pyridyl)isonicotinamide BrC=1C=C(C(=O)N)C=C(N1)C1=NC=CC=C1